(S)-8-(3-(2,3-dichloro-phenyl)-1H-pyrazolo[3,4-b]-pyrazin-6-yl)-8-aza-spiro[4.5]decan-1-amine ClC1=C(C=CC=C1Cl)C1=NNC2=NC(=CN=C21)N2CCC1(CCC[C@@H]1N)CC2